O1[C@H](COCC1)CN1N=C2C3=C(C[C@H](C2=C1)C)OC(=C3C(F)(F)F)C(=O)NC[C@H]3OCCC3 (4R)-2-{[(2S)-1,4-dioxan-2-yl]methyl}-4-methyl-N-{[(2S)-oxolane-2-yl]methyl}-8-(trifluoromethyl)-4,5-dihydro-2H-furo[2,3-g]indazole-7-carboxamide